((5R,7aR)-5-(methoxymethyl)-2-methylenetetrahydro-1H-pyrrolizin-7a(5H)-yl)-methanol COC[C@@H]1N2CC(C[C@]2(CC1)CO)=C